ClC=1C(=NC(=NC1)NC1CCOCC1)C1=CC=C2CN(C(C2=C1)=O)[C@@H](C(=O)N[C@H](CO)C=1N(C(C=CC1)=O)C)C (2R)-2-(6-{5-chloro-2-[(oxan-4-yl)amino]pyrimidin-4-yl}-1-oxo-2,3-dihydro-1H-isoindol-2-yl)-N-[(1S)-2-hydroxy-1-(1-methyl-6-oxo-1,6-dihydropyridin-2-yl)ethyl]propanamide